ClC=1C=C2C=CNC2=C(C1)N1C(CN(CC1)C)=O 1-(5-Chloro-1H-indol-7-yl)-4-methylpiperazin-2-one